4'-Cyclopropyl-6'-methoxy-4-((4-(5-methyl-3-(trifluoromethyl)-1H-pyrazol-1-yl)benzyl)amino)-[2,5'-bipyrimidine]-5-carbonitrile C1(CC1)C1=NC=NC(=C1C1=NC=C(C(=N1)NCC1=CC=C(C=C1)N1N=C(C=C1C)C(F)(F)F)C#N)OC